N(=C=O)CCOC(C=C)=O acrylic acid-2-isocyanatoethyl ester